2-Chloro-5-{[(2,2-dimethylpropionyl)amino]methyl}-N-[1-(2-methylpyridin-4-yl)-1H-indazol-4-yl]benzamide ClC1=C(C(=O)NC2=C3C=NN(C3=CC=C2)C2=CC(=NC=C2)C)C=C(C=C1)CNC(C(C)(C)C)=O